P(=O)([O-])([O-])[O-].C(C)P(O)(=O)CC.[Al+3].CO[C@]1(COCC1)C1=CC(=NC=C1)N1N=C2C(C=NC(=C2)NC(C)=O)=C1 (S)-N-(2-(4-(3-methoxytetrahydrofuran-3-yl)pyridin-2-yl)-2H-pyrazolo[4,3-c]pyridin-6-yl)acetamide Aluminium diethylphosphinat Phosphat